1-(6-methoxy-3-methyl-7-(4-(trifluoromethyl)phenyl)-3,4-dihydroisoquinolin-2(1H)-yl)prop-2-en-1-one COC=1C=C2CC(N(CC2=CC1C1=CC=C(C=C1)C(F)(F)F)C(C=C)=O)C